tert-butyl ((6-chloropyridin-3-yl)sulfonyl)(thiazol-4-yl)carbamate ClC1=CC=C(C=N1)S(=O)(=O)N(C(OC(C)(C)C)=O)C=1N=CSC1